NC1CN(CC1)CC1=COC2=C1C=C(C(=C2)C2=CC(=CC=C2)[N+](=O)[O-])C2=CC=C(C#N)C=C2 4-(3-((3-Aminopyrrolidin-1-yl)methyl)-6-(3-nitrophenyl)benzofuran-5-yl)benzonitrile